C(#C)C(O)(C)CCCCCCCCCC ethynyl-decyl-methyl-carbinol